4-(2-Amino-2-methylpropanoyl)-N-(1-(4-(2-(((trans-3-aminocyclobutyl)methyl)(methyl)amino)propyl)phenyl)-2-oxo-1,2-dihydropyrimidin-4-yl)piperazine-1-carboxamide hydrochloride salt Cl.NC(C(=O)N1CCN(CC1)C(=O)NC1=NC(N(C=C1)C1=CC=C(C=C1)CC(C)N(C)C[C@@H]1C[C@H](C1)N)=O)(C)C